C(C1=CC=CC=C1)N(CC1CC=2C(=NNC2CC1)C)CC1=CC=CC=C1 dibenzyl-[(3-methyl-4,5,6,7-tetrahydro-1H-indazol-5-yl)methyl]amine